C(C1=CC=CC=C1)OC=1C=C(C#N)C=C(C1C(=O)N1CC2=CC=CC(=C2C1)NCC=1N=COC1)O 3-(Benzyloxy)-5-hydroxy-4-(4-((oxazol-4-ylmethyl)amino)isoindoline-2-carbonyl)benzonitrile